C(CCCCCCC\C=C/CCCCCCCC)(=O)OC[C@@H](OC(CCCCCCC\C=C/CCCCCCCC)=O)COP(=O)(O)OC[C@@H]1[C@H](C[C@@H](O1)N1C=NC=2C(=S)NC(N)=NC12)O 5'-(1,2-dioleoyl-sn-glycero-3-phospho)-6-thio-2'-deoxyguanosine